NC=1SC(=C(N1)C=1C=C(C#N)C=CC1)C1=CC(=NC(=C1)C)CO[Si](C)(C)C(C)(C)C 3-[2-Amino-5-[2-[[tert-butyl(dimethyl)silyl]oxymethyl]-6-methyl-4-pyridyl]thiazol-4-yl]benzonitrile